N1(CCNCC1)CCN N-[2-(1-piperazinyl)ethyl]amine